N-cyclohexyl-4-(((2R,3R,4R,5S)-3,4,5-tris(benzyloxy)-2-methylpiperidin-1-yl)methyl)piperidine-1-carbothioamide C1(CCCCC1)NC(=S)N1CCC(CC1)CN1[C@@H]([C@H]([C@@H]([C@H](C1)OCC1=CC=CC=C1)OCC1=CC=CC=C1)OCC1=CC=CC=C1)C